C1(C=CCC=C1)=N 2,5-cyclohexadienimine